1-{[tert-butyl-(dimethyl)silyl]oxy}undecane-3-ol C(C)(C)(C)[Si](OCCC(CCCCCCCC)O)(C)C